Cl.Cl.C(C)OC=1C=CC(=NC1)C=1N(C(=NN1)C1CC(C1)N)C1=C(C=CC=C1)F (1R,3r)-3-(5-(5-ethoxypyridin-2-yl)-4-(2-fluorophenyl)-4H-1,2,4-triazol-3-yl)cyclobutan-1-amine dihydrochloride